CC(CCCCO)(C)C Trimethyl-Pentanol